(S)-2-amino-3-(3-fluoro-4-hydroxyphenyl)propionic acid methyl ester hydrochloride Cl.COC([C@H](CC1=CC(=C(C=C1)O)F)N)=O